α,α-diallyl-β-butyrolactone C(C=C)C1(C(=O)OC1C)CC=C